N1=C(C=CC=C1)C1=CC=C(C=C1)C1=CC=C(C=C1)C=1N=NNC1C(=O)O 4-(4'-(pyridin-2-yl)-[1,1'-biphenyl]-4-yl)-1H-1,2,3-triazole-5-carboxylic acid